ClC1=NN2C(N=CC3=C2[C@@](CN3C(=O)NC=3C=NC(=C(C3)Cl)[C@H]3OCCCC3)(C(F)(F)F)C)=C1 (R)-2-chloro-N-(5-chloro-6-((S)-tetrahydro-2H-pyran-2-yl)pyridin-3-yl)-8-methyl-8-(trifluoromethyl)-7,8-dihydro-6H-pyrazolo[1,5-a]pyrrolo[2,3-e]pyrimidine-6-carboxamide